C1CCCCC1 (1R,2S)-cyclohexane